FC(C=1C=C(C=C(C1)C(F)(F)F)C1=NN(C=N1)C1=C(N=CN1CCOC)[N+](=O)[O-])(F)F 3-(3,5-bis(trifluoromethyl)phenyl)-1-(1-(2-methoxyethyl)-4-nitro-1H-imidazol-5-yl)-1H-1,2,4-triazole